5-bromo-1-methyl-3-(propan-2-enyl)indol-2-one BrC=1C=C2C(C(N(C2=CC1)C)=O)CC=C